C(C=C)CC(CC(=O)[O-])=O.CC([O-])C.CC([O-])C.CC([O-])C.[Ti+4] titanium triisopropoxide mono(allylacetoacetate)